(S)-2-(4-(isopropylsulfonyl)piperazine-1-carbonyl)pyrrolidine-1-carboxylic acid tert-butyl ester C(C)(C)(C)OC(=O)N1[C@@H](CCC1)C(=O)N1CCN(CC1)S(=O)(=O)C(C)C